O=C1NC(CCC1N1C(C2=CC=CC(=C2C1=O)NCCC(=O)N1CCN(CC1)C1=CC=C(C(=O)N2CCC(CC2)CCCCNC(\C=C\C=2C=NC=CC2)=O)C=C1)=O)=O (E)-N-(4-(1-(4-(4-(3-((2-(2,6-dioxopiperidin-3-yl)-1,3-dioxoisoindolin-4-yl)amino)propanoyl)piperazin-1-yl)benzoyl)piperidin-4-yl)butyl)-3-(pyridin-3-yl)acrylamide